N1=C(C=CC=2CCCNC12)CCCCNC(C[C@H](N)C(=O)OC(C)(C)C)=O tert-Butyl N4-(4-(5,6,7,8-tetrahydro-1,8-naphthyridin-2-yl)butyl)-L-asparaginate